OC1=CC=C(C=2C(C3=C(C=CC(=C3C(C12)=O)O)O)=O)O 1,4,5,8-tetrahydroxyanthraquinone